2-decyl-potassium CC(CCCCCCCC)[K]